ClC=1C(N(C=C(C1C)C=1NC2=CC=C(C=C2C1C(C)C)C1CCN(CC1)C(CN(C)C)=O)C)=O 3-chloro-5-(5-(1-(dimethylglycyl)piperidin-4-yl)-3-isopropyl-1H-indol-2-yl)-1,4-dimethylpyridin-2(1H)-one